6-(1-fluoro-1-methyl-ethyl)-N-[2-[(3R,6R)-6-(hydroxymethyl)tetrahydropyran-3-yl]-6-methoxy-indazol-5-yl]pyridine-2-carboxamide FC(C)(C)C1=CC=CC(=N1)C(=O)NC1=CC2=CN(N=C2C=C1OC)[C@H]1CO[C@H](CC1)CO